3-[1-(benzyloxycarbonylamino)-2-methoxy-2-oxo-ethyl]pyrrolidine-1-carboxylic acid tert-butyl ester C(C)(C)(C)OC(=O)N1CC(CC1)C(C(=O)OC)NC(=O)OCC1=CC=CC=C1